1,6-dichlorooctane ClCCCCCC(CC)Cl